1-(2-((1s,4s)-4-(((tert-butyldiphenylsilyl)oxy)methyl)-1-hydroxycyclohexyl)ethoxy)-3,3-dimethylbutan-2-one [Si](C1=CC=CC=C1)(C1=CC=CC=C1)(C(C)(C)C)OCC1CCC(CC1)(O)CCOCC(C(C)(C)C)=O